N-((3S,4R)-1,3-dimethylpiperidin-4-yl)-2-(3-((2-methoxy-4-(methylsulfonyl)phenyl)amino)prop-1-yn-1-yl)-1-(2,2,2-trifluoroethyl)-1H-indol-4-amine CN1C[C@@H]([C@@H](CC1)NC=1C=2C=C(N(C2C=CC1)CC(F)(F)F)C#CCNC1=C(C=C(C=C1)S(=O)(=O)C)OC)C